N[C@@H]1CN(CC1)C1=C(C=CC(=C1)C=1C=NC=CC1C#N)NC(C1=C(C(=NC=C1)C1=C(C=CC=C1OC)F)F)=O N-(2-((S)-3-aminopyrrolidin-1-yl)-4-(4-cyanopyridin-3-yl)phenyl)-3-fluoro-2-(2-fluoro-6-methoxyphenyl)isonicotinamide